FC=1C=CC(=NC1)NC1=C(C(=O)NC([2H])([2H])[2H])C(=CC=N1)NC1=C(C=2N(C=C1)N=CC2C)OC ((5-Fluoropyridin-2-yl)amino)-4-((4-methoxy-3-methylpyrazolo[1,5-a]pyridin-5-yl)amino)-N-(methyl-d3)nicotinamide